1-(2-(3-acetyl-5-(2-methylpyrimidin-5-yl)-1H-indol-1-yl)acetyl)-N-(2'-chloro-2-fluorobiphenyl-3-yl)-4,5-dihydro-1H-pyrazole-5-carboxamide C(C)(=O)C1=CN(C2=CC=C(C=C12)C=1C=NC(=NC1)C)CC(=O)N1N=CCC1C(=O)NC=1C(=C(C=CC1)C1=C(C=CC=C1)Cl)F